6-(7-Chloro-8-fluoro-2-(((2R,7aS)-2-fluorotetrahydro-1H-pyrrolizin-7a(5H)-yl)methoxy)pyrido[4,3-d]pyrimidin-4-yl)-6-azaspiro[3.5]nonan-2-ol ClC1=C(C=2N=C(N=C(C2C=N1)N1CC2(CC(C2)O)CCC1)OC[C@]12CCCN2C[C@@H](C1)F)F